NC=1C=2N(C=CN1)C(=NC2C2=C(C=C(C=C2)C(NC2=NC=CC(=C2)C(F)(F)F)=O)OCC)C21C3CC3C(CC2)(CC1)C(=O)O 5-[8-amino-1-(2-ethoxy-4-{[4-(trifluoromethyl)pyridin-2-yl]carbamoyl}phenyl)imidazo[1,5-a]pyrazin-3-yl]tricyclo[3.2.2.0~2,4~]nonane-1-carboxylic acid